3-oxabicyclohexyl C1(COCCC1)C1CCCCC1